C(CCCCC(=O)OCC1CC2C(CC1C)O2)(=O)OCC2CC1C(CC2C)O1 bis(3,4-epoxy-6-methylcyclohexyl-methyl) adipate